FC1(CN(C1)C(=O)C1=C(C=CC=N1)C(F)(F)F)F 6-(3,3-difluoroazetidine-1-carbonyl)-5-(trifluoromethyl)pyridin